C(C)OC(\C=C\C(=O)Cl)=O (E)-4-chloro-4-oxo-but-2-enoic acid ethyl ester